CNS(=O)(=O)C1=CC(=C(C=C1)NC1CCC(CC1)C(F)(F)F)C=1N=CN(C1)C N-methyl-3-(1-methyl-1H-imidazol-4-yl)-4-(((1r,4r)-4-(trifluoromethyl)cyclohexyl)amino)benzenesulfonamide